C1(CCC1)C=1N(OC(N1)(C(=O)OC)CC(=O)OC)C methyl 3-cyclobutyl-5-(2-methoxy-2-oxoethyl)-2-methyl-2,5-dihydro-1,2,4-oxadiazole-5-carboxylate